(2s,3r)-3-(2-(1-(tert-butoxycarbonyl)piperidin-4-yl)chroman-7-yl)-3-cyclopropyl-2-methylpropanoic acid C(C)(C)(C)OC(=O)N1CCC(CC1)C1OC2=CC(=CC=C2CC1)[C@@H]([C@@H](C(=O)O)C)C1CC1